COC1=CC=C(CNN)C=C1 (4-methoxybenzyl)hydrazine